ethyl 9-{[(1r,3r)-3-(2-ethoxy-2-oxoethyl)cyclobutyl](1H-imidazole-1-carbonyl)amino}nonanoate C(C)OC(CC1CC(C1)N(CCCCCCCCC(=O)OCC)C(=O)N1C=NC=C1)=O